N-tert-butyl-2-{[2-(pyrimidin-2-yl)-5H,6H,7H-cyclopenta[d]pyrimidin-4-yl]amino}acetamide C(C)(C)(C)NC(CNC=1C2=C(N=C(N1)C1=NC=CC=N1)CCC2)=O